COC(C1=C(C(=CC=C1Br)Cl)F)=O 6-bromo-3-chloro-2-fluorobenzoic acid methyl ester